(S)-tert-butyl ((2',3'-dichloro-6-methoxy-[2,4'-bipyridin]-5-yl)methyl)((5-oxopyrrolidin-2-yl)methyl)carbamate ClC1=NC=CC(=C1Cl)C1=NC(=C(C=C1)CN(C(OC(C)(C)C)=O)C[C@H]1NC(CC1)=O)OC